(4aR,8aS)-6-[3-[2-[2-Bromo-4-(trifluoromethyl)phenyl]ethyl]azetidine-1-carbonyl]-4,4a,5,7,8,8a-hexahydropyrido[4,3-b][1,4]oxazin-3-one BrC1=C(C=CC(=C1)C(F)(F)F)CCC1CN(C1)C(=O)N1C[C@@H]2[C@@H](OCC(N2)=O)CC1